(9H-fluoren-9-yl)methyl (2-(4-((3-((tert-butoxycarbonyl)amino)propyl)carbamoyl)-[2,4'-bithiazol]-2'-yl)ethyl)carbamate C(C)(C)(C)OC(=O)NCCCNC(=O)C=1N=C(SC1)C=1N=C(SC1)CCNC(OCC1C2=CC=CC=C2C=2C=CC=CC12)=O